2-[(2E)-2-(aminomethyl)-3-fluoroprop-2-en-1-yl]-4-[2-methyl-4'-(methylsulfonyl)biphenyl-3-yl]-2,4-dihydro-3H-1,2,4-triazol-3-one NC/C(/CN1N=CN(C1=O)C=1C(=C(C=CC1)C1=CC=C(C=C1)S(=O)(=O)C)C)=C\F